1-ethyl-1H-1,3-benzodiazole-6-carboxylate C(C)N1C=NC2=C1C=C(C=C2)C(=O)[O-]